3,4,4-trifluorobut-3-en-1-yl 2-(4-methyl-1H-pyrazol-1-yl)acetate CC=1C=NN(C1)CC(=O)OCCC(=C(F)F)F